C1=C2C(=CC=C1)NC=1C2=C2NC3=CC=CC=C3C2=CC1 5,12-dihydro-indolo[3,2-a]carbazole